ClC1=NC2=NC(=C(N=C2C(=N1)C1CCC(CC1)(F)F)C)C 2-chloro-4-(4,4-difluorocyclohexyl)-6,7-dimethylpteridine